(2s,6s)-6-((4-bromophenoxy)methyl)-2-cyclopropyl-2-(methoxymethyl)-1,4-dioxan BrC1=CC=C(OC[C@@H]2COC[C@@](O2)(COC)C2CC2)C=C1